8-bromo-3-cyclobutyl-6-methyl-2-morpholino-quinazolin-4-one BrC=1C=C(C=C2C(N(C(=NC12)N1CCOCC1)C1CCC1)=O)C